C(C=C)OC1=C(C=CC(=C1)[N+](=O)[O-])Cl 2-(allyloxy)-1-chloro-4-nitrobenzene